acryloxypropyl-Silane C(C=C)(=O)OCCC[SiH3]